methyl 2,5-bis[[4-[2-[4-(6-hydroxyhexoxy)phenyl]ethynyl]benzoyl]oxy]benzoate OCCCCCCOC1=CC=C(C=C1)C#CC1=CC=C(C(=O)OC2=C(C(=O)OC)C=C(C=C2)OC(C2=CC=C(C=C2)C#CC2=CC=C(C=C2)OCCCCCCO)=O)C=C1